COC([C@@H](NC(C1=CC=C(C=C1)Br)=O)CO)=O (4-bromobenzoyl)-L-serine methyl ester